C(#N)C=1C=NC(=NC1)N1C[C@H](N([C@H](C1)C)C(=O)NCCC1CCN(CC1)CC1=CC(=CC=C1)OC)C (2R,6S)-4-(5-cyanopyrimidin-2-yl)-N-(2-{1-[(3-methoxyphenyl)-methyl]piperidin-4-yl}ethyl)-2,6-dimethylpiperazine-1-carboxamide